FC1=C(C=C(C(=C1)C1=NC(=CC=C1)C1=CC=CC=C1)F)C1=CC=CC=C1 2',5'-difluoro-4'-(6-phenylpyridin-2-yl)-[1,1'-biphenyl]